(tert-butyl)-[2,2'-bithiophene] C(C)(C)(C)C1=C(SC=C1)C=1SC=CC1